(5-(4-(2-(4-(4-(2-butyl-1-oxo-1,2-dihydro-2,7-naphthyridin-4-yl)-2,6-difluorophenoxy)piperidin-1-yl)ethyl)piperidine-1-carbonyl)-2-methoxyphenyl)dihydropyrimidine-2,4(1H,3H)-dione C(CCC)N1C(C2=CN=CC=C2C(=C1)C1=CC(=C(OC2CCN(CC2)CCC2CCN(CC2)C(=O)C=2C=CC(=C(C2)N2C(NC(CC2)=O)=O)OC)C(=C1)F)F)=O